(R)-1-(1-(4-(6-(difluoromethyl)pyridine-2-yl)phenyl)ethyl)-4-(propan-1-yn-1-yl)-1H-indazole-7-carboxylic acid FC(C1=CC=CC(=N1)C1=CC=C(C=C1)[C@@H](C)N1N=CC2=C(C=CC(=C12)C(=O)O)C#CC)F